COC(CC(CCCCC1=CC(=CC=C1)CCCCC(CC(=O)OC)(C)C)(C)C)=O.CC(CCCCCCCCC)(CCC(C)(OOC(C)(C)C)C)OOC(C)(C)C 2,5-dimethyl-2,5-bis(t-butylperoxy)hexyloctan Dimethyl-7,7'-(1,3-phenylene)bis(3,3-dimethylheptanoate)